1-(6,7-dimethoxyquinazolin-4-yl)-N3-(4-((4-methylpiperazin-1-yl)methyl)phenyl)-1H-1,2,4-triazole-3,5-diamine COC=1C=C2C(=NC=NC2=CC1OC)N1N=C(N=C1N)NC1=CC=C(C=C1)CN1CCN(CC1)C